Acrylic acid-acrylamide C(C=C)(=O)N.C(C=C)(=O)O